C12CN(CC2O1)C(=O)OCC1=CC=CC=C1 benzyl 6-oxa-3-azabicyclo(3.1.0)hexane-3-carboxylate